acetyl-tetrazole C(C)(=O)C1=NN=NN1